The molecule is an organic cation that is phenothiazin-5-ium substituted by amino and methylamino groups at positions 3 and 7 respectively. The chloride salt is the histological dye 'azure C'. CN=C1C=CC2=[NH+]C3=C(C=C(C=C3)N)SC2=C1